(R)-N-((6-methyl-1-(4-(trifluoromethyl)phenyl)-1,2,3,4-tetrahydro-1,5-naphthyridin-3-yl)methyl)acetamide CC=1N=C2C[C@@H](CN(C2=CC1)C1=CC=C(C=C1)C(F)(F)F)CNC(C)=O